1-(benzenesulfonyl)-5-fluoro-3-(4,4,5,5-tetramethyl-1,3,2-dioxaborolan-2-yl)pyrrolo[2,3-b]pyridine C1(=CC=CC=C1)S(=O)(=O)N1C=C(C=2C1=NC=C(C2)F)B2OC(C(O2)(C)C)(C)C